β-(3,4-epoxycyclohexyl)ethylmethoxyethoxyisopropylsilane C1(CC2C(CC1)O2)CC[SiH](C(C)C)OCCOC